C(C)(C)[C@@H]1N(CCN(C1)C)CC1=CC(=C2CN(C(C2=C1)=O)C1=CC(=CC=C1)C1(COC1)CN1N=C(N=C1)C)C(F)(F)F (S)-6-((2-isopropyl-4-methylpiperazin-1-yl)methyl)-2-(3-(3-((3-methyl-1H-1,2,4-triazol-1-yl)methyl)oxetan-3-yl)phenyl)-4-(trifluoromethyl)isoindolin-1-one